2-hydroxy-6-fluorobenzaldehyde OC1=C(C=O)C(=CC=C1)F